2,5-disulfo-benzaldehyde S(=O)(=O)(O)C1=C(C=O)C=C(C=C1)S(=O)(=O)O